C(C)(C)(C)OC(=O)N(C=1C(=C(C=NC1)C=1C=C2C=C(N=CC2=C(C1F)Cl)NC(CCCC(=O)OC)=O)C)C(=O)OC(C)(C)C methyl 5-((6-(5-(bis(tert-butoxycarbonyl)amino)-4-methylpyridin-3-yl)-8-chloro-7-fluoroisoquinolin-3-yl)amino)-5-oxopentanoate